(1-methyl-6-(piperidin-4-ylamino)-1H-indazol-3-yl)piperidine-2,6-dione hydrochloride Cl.CN1N=C(C2=CC=C(C=C12)NC1CCNCC1)N1C(CCCC1=O)=O